3-(diphenylmethyleneamino)-oxoindole C1(=CC=CC=C1)C(C1=CC=CC=C1)=NC=1C(N=C2C=CC=CC12)=O